C(\C=C\C1=CC(OC)=C(O)C=C1)(=O)NCCC1=CC(O)=C(O)C(=C1)OC feruloyl-5-methoxy-dopamine